CN(C(=O)C=1C=CC2=C(NC(=N2)C2=CC(=CC=C2)NC2=CC=C(C=C2)C=2N=NC=CC2)C1)C N,N-dimethyl-2-(3-((4-(pyridazin-3-yl)phenyl)amino)phenyl)-1H-benzo[d]imidazole-6-carboxamide